FC=1C=C(C=C(C1)F)[C@H]1CN(CCN1)C(=O)OC(C)(C)C tert-butyl (S)-3-(3,5-difluorophenyl)piperazine-1-carboxylate